IC1=CC=C(C=C1)C1=CC(=NO1)CN1C(=NC=C1)C#N 1-((5-(4-iodophenyl)isoxazol-3-yl)methyl)-1H-imidazol-2-nitrile